methyl (S)-2-(2,6-difluoro-4-((R)-3-(trifluoromethyl)morpholino) benzamido)-3-(6-(1-methyl-2,4-dioxo-1,4-dihydropyrido[3,4-d]pyrimidin-3(2H)-yl)pyridin-3-yl)propanoate FC1=C(C(=O)N[C@H](C(=O)OC)CC=2C=NC(=CC2)N2C(N(C3=C(C2=O)C=CN=C3)C)=O)C(=CC(=C1)N1[C@H](COCC1)C(F)(F)F)F